P(=O)(O)(O)O.FC=1C=C(C=CC1C=1C=NC(=CC1)C=1N=NN(N1)C=C)N1C(O[C@H](C1)C(CC)O)=O (R)-3-(3-fluoro-4-(6-(2-vinyl-2H-tetrazol-5-yl)pyridin-3-yl)phenyl)-5-(1-hydroxypropyl)oxazolidin-2-one phosphate